C(#N)CCC1NCCC2=CC=C(C=C12)NC1=NC=C(C(=N1)C=1C=NN(C1)C(C)C)C cyanoethyl-N-(4-(1-isopropyl-1H-pyrazol-4-yl)5-methylpyrimidin-2-yl)-1,2,3,4-tetrahydroisoquinolin-7-amine